bis(cyclopentadienyl)bis[2,6-difluoro-3-(N-isobutyl-(4-tolylsulfonyl)amino)phenyl]titanium C1(C=CC=C1)[Ti](C1=C(C(=CC=C1F)N(CC(C)C)S(=O)(=O)C1=CC=C(C=C1)C)F)(C1=C(C(=CC=C1F)N(CC(C)C)S(=O)(=O)C1=CC=C(C=C1)C)F)C1C=CC=C1